tert-butyl N-[2-[1-[(1-cyanocyclopropyl)methyl] pyrazol-4-yl]-5-ethylsulfonyl-1-methyl-imidazol-4-yl]carbamate C(#N)C1(CC1)CN1N=CC(=C1)C=1N(C(=C(N1)NC(OC(C)(C)C)=O)S(=O)(=O)CC)C